(S,E)-7-Amino-3-(1-(4-(dimethylamino)but-2-enoyl)pyrrolidin-3-yl)-1-(4-(2-fluorophenoxy)phenyl)-1,5-dihydro-4H-pyrrolo[2,3-d]pyridazin-4-on NC1=NNC(C2=C1N(C=C2[C@H]2CN(CC2)C(\C=C\CN(C)C)=O)C2=CC=C(C=C2)OC2=C(C=CC=C2)F)=O